4-((2-(6,8-dioxa-2-azaspiro[3.5]nonan-7-yl)ethyl)(3-fluoro-4-methylbenzyl)amino)benzonitrile C1NCC12COC(OC2)CCN(C2=CC=C(C#N)C=C2)CC2=CC(=C(C=C2)C)F